2-hydroxy-N-(4-nitrophenyl)acetamide (dimethylsilanediyl) bis(diethylcarbamate) C(C)N(C(O[Si](C)(C)OC(N(CC)CC)=O)=O)CC.OCC(=O)NC1=CC=C(C=C1)[N+](=O)[O-]